FC1=CC=C(C=C1)C1CC(C1)NC1=NC(=NC(=N1)NC1CC(C1)C1=CC=C(C=C1)F)C1=NC(=CC=C1)C(F)(F)F N2,N4-bis((1S,3S)-3-(4-fluorophenyl)cyclobutyl)-6-(6-(trifluoromethyl)pyridin-2-yl)-1,3,5-triazine-2,4-diamine